2-(fluoromethyl)-N-(5-(5-methoxybenzo[d]oxazol-2-yl)-8-(methylamino)-2,7-naphthyridin-3-yl)cyclopropane-1-carboxamide FCC1C(C1)C(=O)NC=1N=CC2=C(N=CC(=C2C1)C=1OC2=C(N1)C=C(C=C2)OC)NC